C(#N)C1=CC=C(CCN[C@H](C(=O)NC2=NC=C(C=C2)C=2C=NN(C2)C)C2=CC=C(C=C2)CCCCCC)C=C1 |r| (S)- and (R)-2-((4-cyanophenEthyl)amino)-2-(4-hexylphenyl)-N-(5-(1-methyl-1H-pyrazol-4-yl)pyridin-2-yl)acetamide